NC1=CC(=C2C(NC(C2=C1OC)=O)C1=C(C=CC(=C1)F)Cl)NC(C1=CC(=CC(=C1)C(F)(F)F)F)=O N-(6-amino-3-(2-chloro-5-fluorophenyl)-7-methoxy-1-oxoisoindolin-4-yl)-3-fluoro-5-(trifluoromethyl)benzamide